3-(4,4-Dimethyl-2-oxo-3,4-dihydro-2H-pyran-6-yl)-1-methyl-5-(trifluoromethoxy)-1H-indazole 2-oxide CC1(CC(OC(=C1)C1=[N+](N(C2=CC=C(C=C12)OC(F)(F)F)C)[O-])=O)C